OCCCCC[C@@H]1SC[C@@H]2NC(N[C@@H]21)=O (3aS,4S,6aR)-4-(5-hydroxypentyl)tetrahydro-1H-thieno[3,4-d]imidazol-2(3H)-one